ClC=1C=CC=2N=CN=C(C2N1)N1CCN(CC1)C(=O)OC(C)(C)C Tert-butyl 4-(6-chloropyrido[3,2-d]pyrimidin-4-yl)piperazine-1-carboxylate